FC=1C=C(C=CC1OCCCCCCCCCCCCCCCC)S(=O)(=O)C=1C=NC2=CC=C(C=C2C1N1CCC(CC1)N1CCC(CC1)N1CCN(CC1)C(C)C)S(=O)C 3-((3-fluoro-4-(hexadecyloxy)phenyl)sulfonyl)-4-(4-(4-isopropylpiperazin-1-yl)-[1,4'-bipiperidin]-1'-yl)-6-(methylsulfinyl)quinoline